NC=1C=2N(C3=CC(=C(C=C3N1)F)C(=O)N([C@@H]1COC3=C1C=CC(=C3)[C@H]3[C@@H](C3)C3=CC=CC=C3)C)C=NC2 Trans-4-amino-7-fluoro-N-methyl-N-((3S)-6-(2-phenylcyclopropyl)-2,3-dihydrobenzofuran-3-yl)imidazo[1,5-a]quinoxaline-8-carboxamide